Ethyl 9-bromo-8-methoxy-1-(thiophen-2-yl)-5,6-dihydroimidazo[5,1-a]isoquinoline-3-carboxylate BrC1=C(C=C2CCN3C(C2=C1)=C(N=C3C(=O)OCC)C=3SC=CC3)OC